methyl-N-(3-methoxy-4-(4-dimethylaminopiperidin-1-yl)phenyl)-4-(1-isopropyl-1H-pyrazol-4-yl)pyrimidin-2-amine CC=1C(=NC(=NC1)NC1=CC(=C(C=C1)N1CCC(CC1)N(C)C)OC)C=1C=NN(C1)C(C)C